(R)-N-(2-(4-acetylpiperazin-1-yl)-5-((6-(3-(4-fluoro-3-(trifluoromethyl)phenyl)isooxazolidin-2-yl)pyrimidin-4-yl)amino)-4-methoxyphenyl)acrylamide C(C)(=O)N1CCN(CC1)C1=C(C=C(C(=C1)OC)NC1=NC=NC(=C1)N1OCC[C@@H]1C1=CC(=C(C=C1)F)C(F)(F)F)NC(C=C)=O